OC(C(=O)OCC1=CC=CC=C1)CC1=CC=CC=C1 benzyl hydroxyhydrocinnamate